2-(4-fluoro-2-Methoxyphenoxy)-N-(3-sulfamylphenyl)-4-(trifluoromethoxy)benzamide FC1=CC(=C(OC2=C(C(=O)NC3=CC(=CC=C3)S(N)(=O)=O)C=CC(=C2)OC(F)(F)F)C=C1)OC